FC1([C@H](CN(CC1)C1=NC=C(C=C1C(=O)NC1=CC(=NC=C1)S(=O)(=O)C)C(F)(F)F)C)F 2-[(3S)-4,4-difluoro-3-methyl-1-piperidinyl]-N-(2-methylsulfonyl-4-pyridinyl)-5-(trifluoromethyl)-pyridine-3-carboxamide